FC=1C(=C(C=CC1F)C(=O)N1CC(C1)(N)CNC(C)C)NC1=C(C=C(C=C1)I)F 1-({3,4-difluoro-2-[(2-fluoro-4-iodophenyl)amino]phenyl}carbonyl)-3-{[(1-methylethyl)amino]methyl}azetidin-3-amine